FC(C1=C(C=CC(=C1)C(F)(F)F)C1=C2C(=C(N=N1)N[C@H]1CN(CCC1)C)C=NC=C2)(F)F 1-[2,4-bis(trifluoromethyl)phenyl]-N-[(3R)-1-methylpiperidin-3-yl]pyrido[3,4-d]pyridazin-4-amine